(S)-N-(3-chloro-4-cyanophenyl)-3-(5,6-difluoroindolin-1-yl)-2-hydroxy-2-methylpropanamide ClC=1C=C(C=CC1C#N)NC([C@@](CN1CCC2=CC(=C(C=C12)F)F)(C)O)=O